NC1=C(C(=NN1C1CN(C1)C(=O)OC)C1=C2C=NNC2=C(C=C1)CNC(C1=C(C=CC(=C1)F)OC)=O)C#N Methyl 3-(5-amino-4-cyano-3-(7-((5-fluoro-2-methoxybenzamido)methyl)-1H-indazol-4-yl)-1H-pyrazol-1-yl)azetidine-1-carboxylate